3-chloro-4-iodo-1-((2-(trimethylsilyl)ethoxy)methyl)-1H-pyrazole ClC1=NN(C=C1I)COCC[Si](C)(C)C